ClC=1C(=NC(=NC1)NC1=CC(=C(C=C1OC)N1C[C@@H](CC1)N(C)C)N)C=1C=NN2C1C=CC=C2 N-{5-chloro-4-pyrazolo[1,5-a]pyridin-3-ylpyrimidin-2-yl}-4-[(3R)-3-dimethylaminopyrrolidin-1-yl]-6-methoxybenzene-1,3-diamine